(E)-3-(5-(4-methoxyphenyl)-3-methyl-1-phenyl-1H-pyrazol-4-yl)-1-(3,4-dimethoxyphenyl)prop-2-en-1-one COC1=CC=C(C=C1)C1=C(C(=NN1C1=CC=CC=C1)C)/C=C/C(=O)C1=CC(=C(C=C1)OC)OC